Propynyl (trifluoroethyl) carbonate C(OC#CC)(OCC(F)(F)F)=O